C(C)(C)(C)OC(=O)N1C[C@](CC1)(C1=NNC(=C1)O)CCO[Si](C)(C)C(C)(C)C |r| (rac)-tert-butyl-3-(2-{[tert-butyl(dimethyl)silyl]oxy}ethyl)-3-(5-hydroxy-1H-pyrazol-3-yl)pyrrolidine-1-carboxylate